2-[1H-benzimidazol-2-yl-(5-fluoro-2-hydroxy-phenyl)methyl]-7-fluoro-6-[4-(1-methyl-4-piperidinyl)phenyl]Isoindolin-1-one N1C(=NC2=C1C=CC=C2)C(N2C(C1=C(C(=CC=C1C2)C2=CC=C(C=C2)C2CCN(CC2)C)F)=O)C2=C(C=CC(=C2)F)O